C[Si](C=1SC(=C2COCC21)[Si](C)(C)C)(C)C 4,6-bis-trimethylsilyl-1H,3H-thieno[3,4-c]Furan